FC=1C(=C(C=CC1)C=1N=C2CCCC=3C2=C(N1)N(N3)CC3=CC=C(C=C3)C=3N(C=C(N3)C(F)(F)F)C)C(C)C (3-fluoro-2-isopropylphenyl)-2-(4-(1-methyl-4-(trifluoromethyl)-1H-imidazol-2-yl)benzyl)-2,6,7,8-tetrahydropyrazolo[3,4,5-de]quinazoline